Methyl (2R)-2-amino-6-(piperidin-1-yl)hexanoate Dihydrochloride Cl.Cl.N[C@@H](C(=O)OC)CCCCN1CCCCC1